P(O[Si](CC)(CC)CC)(O[Si](CC)(CC)CC)O[Si](CC)(CC)CC tris(triethyl silyl) phosphite